CC1=C(NC2=NC=C(C=C21)C(F)(F)F)C(=O)O 3-methyl-5-(trifluoromethyl)-1H-pyrrolo[2,3-b]pyridine-2-carboxylic acid